N1C=NC=2C=NC=3C=CC(=CC3C21)C#N 1H-imidazo[4,5-c]Quinoline-8-carbonitrile